1-butyl-5-methylimidazole C(CCC)N1C=NC=C1C